acryloxypropylmethyltriethoxysilane C(C=C)(=O)OCCCC(C)O[Si](OCC)(OCC)C